NC=1C(=C(C=C2C=C(N=CC12)NC(=O)C1C(C1)C=1N=NN(C1)C)C=1C=NC=CC1C)F N-(8-amino-7-fluoro-6-(4-methylpyridin-3-yl)isoquinolin-3-yl)-2-(1-methyl-1H-1,2,3-triazol-4-yl)cyclopropane-1-carboxamide